N(C(=N)N)[C@@H](CC(=O)O)C([2H])([2H])[2H] (3R)-3-carbamimidamido(4,4,4-2H3)butanoic acid